CN(C1CCC(CC1)NC=1N=CC2=C(N1)N(C(C(=C2)C=2C=CC(=NC2)NS(=O)(=O)C2=CC=CC=C2)=O)C(C)C)C N-(5-(2-(((1r,4r)-4-(Dimethylamino)cyclohexyl)amino)-8-isopropyl-7-oxo-7,8-dihydropyrido[2,3-d]pyrimidin-6-yl)pyridin-2-yl)benzenesulfonamide